5-methoxy-1-tetralone COC1=C2CCCC(C2=CC=C1)=O